(3R)-4-[4-fluoro-1-(5-fluoropyrimidin-2-yl)piperidine-4-carbonyl]-3-methyl-3,5-dihydro-2H-pyrido[3,4-f][1,4]oxazepine-9-carbonitrile FC1(CCN(CC1)C1=NC=C(C=N1)F)C(=O)N1[C@@H](COC2=C(C1)C=NC=C2C#N)C